CSC=1N=C(C=2N=CN([C@H]3[C@H](O)[C@H](O)[C@@H](CO)O3)C2N1)N(C(NC([C@@H](N)[C@H](O)C)=O)=O)C 2-methylthio-N6-methyl-N6-threonylcarbamoyladenosine